bis(2,2-dimethylbutyrylamino)titanium CC(C(=O)N[Ti]NC(C(CC)(C)C)=O)(CC)C